FC(C=1C=C(C=C(C1)C(F)(F)F)C1=NN(C=N1)\C=C/C(=O)NN1CCC=CC1=O)(F)F (Z)-3-(3-(3,5-bis(trifluoromethyl)phenyl)-1H-1,2,4-triazol-1-yl)-N-(6-oxo-3,6-dihydropyridin-1(2H)-yl)acrylamide